P(O)(O)O.C(C)(C)(C)C1=C(C=CC(=C1)C(C)(C)C)O.C(C)(C)(C)C1=C(C=CC(=C1)C(C)(C)C)O.C(C)(C)(C)C1=C(C=CC(=C1)C(C)(C)C)O tris(2,4-di-t-butylphenol) phosphite